ClC=1N=NC(=CC1N1CC(OCC1)C)Cl 4-(3,6-dichloropyridazin-4-yl)-2-methylmorpholine